1-(4-hydroxyphenyl)-7-(4-methoxyphenyl)-1,4-heptadien-3-one OC1=CC=C(C=C1)C=CC(C=CCCC1=CC=C(C=C1)OC)=O